tert-butyl (S)-6-((5-amino-3-bromo-7-((1-hydroxy hexan-3-yl)amino)-1H-pyrazolo[4,3-d]pyrimidin-1-yl)methyl)-5-methoxy-3',6'-dihydro-[3,4'-bipyridine]-1'(2'H)-carboxylate NC=1N=C(C2=C(N1)C(=NN2CC2=C(C=C(C=N2)C=2CCN(CC2)C(=O)OC(C)(C)C)OC)Br)N[C@H](CCO)CCC